6-ethyl-2-methyl-6H-[1,4]oxazin C(C)C1C=NC=C(O1)C